6-(5-fluoro-1H-indol-1-yl)quinoline-4-carboxylic acid FC=1C=C2C=CN(C2=CC1)C=1C=C2C(=CC=NC2=CC1)C(=O)O